N-[4-(1-naphthyl)phenyl]-N-[3-(6-Phenyldibenzofuran-4-yl)phenyl]-1-naphthylamine C1(=CC=CC2=CC=CC=C12)C1=CC=C(C=C1)N(C1=CC(=CC=C1)C1=CC=CC2=C1OC1=C2C=CC=C1C1=CC=CC=C1)C1=CC=CC2=CC=CC=C12